arsenic-antimony-germanium [Ge].[Sb].[As]